1-(4-methoxy-3-methylphenyl)-2-(3,4,5-trimethoxyphenyl)ethane COC1=C(C=C(C=C1)CCC1=CC(=C(C(=C1)OC)OC)OC)C